(4-bromo-1-methyl-1H-indazol-3-yl)methanol BrC1=C2C(=NN(C2=CC=C1)C)CO